4-methyl-2H-pyrido[3,2-b][1,4]oxazin-3-one CN1C2=C(OCC1=O)C=CC=N2